FC1=CC(=C(C=C1F)CN)OC (4,5-difluoro-2-methoxyphenyl)methanamine